ClC=1C(=NC(=CC1)Cl)C(=O)NC(CO)C(C)C 3,6-dichloro-N-(1-hydroxy-3-methylbutan-2-yl)picolinamide